C(C1=CC=CC=C1)OC(=O)NC(C(=C)C1=C(C(=O)OC)C=CC(=C1)[N+](=O)[O-])C Methyl 2-(3-(((benzyloxy) carbonyl) amino) but-1-en-2-yl)-4-nitrobenzoate